Butane-1,3-dione C(CC(C)=O)=O